C(#N)C=1C=[N+](C=CC1C(F)(F)F)[O-] 3-Cyano-4-(trifluoromethyl)pyridine 1-oxide